5-(benzyloxy)-2-methyl-N-(1-methyl-2-oxopiperidin-4-yl)benzofuran-3-carboxamide C(C1=CC=CC=C1)OC=1C=CC2=C(C(=C(O2)C)C(=O)NC2CC(N(CC2)C)=O)C1